2-cyanophenyl (1R,5S,8r)-3-(8-fluoro-7-(8-fluoronaphthalen-1-yl)-2-((tetrahydro-1H-pyrrolizin-7a(5H)-yl)methoxy)pyrido[4,3-d]pyrimidin-4-yl)-3-azabicyclo[3.2.1]octane-8-carboxylate FC1=C(N=CC2=C1N=C(N=C2N2C[C@@H]1CC[C@H](C2)C1C(=O)OC1=C(C=CC=C1)C#N)OCC12CCCN2CCC1)C1=CC=CC2=CC=CC(=C12)F